Cl.N[C@H](C(=O)OC)CC1=CC(=C(C=C1)O)Br methyl (S)-2-amino-3-(3-bromo-4-hydroxyphenyl)propanoate hydrochloride